NC(CNC1=NC(=C2C(=N1)N(N=C2)C)NCC2=CC(=C(C=C2)C)Cl)C2=C(C=CC=C2)OC 6-N-[2-amino-2-(2-methoxyphenyl)ethyl]-4-N-[(3-chloro-4-methylphenyl)methyl]-1-methylpyrazolo[3,4-d]pyrimidine-4,6-diamine